FC(CCC(=O)OCC)(CCC=O)F Ethyl 4,4-difluoro-7-oxoheptanoate